C([C@@H](C(=O)O)N)SSC[C@@H](C(=O)O)N L-Cystin